N-[6-(2H3)methoxy-1-(2H3)methylindazol-7-yl]-1-[4-(trifluoromethyl)pyridin-2-yl]pyrazole-4-sulfonamide C(OC1=CC=C2C=NN(C2=C1NS(=O)(=O)C=1C=NN(C1)C1=NC=CC(=C1)C(F)(F)F)C([2H])([2H])[2H])([2H])([2H])[2H]